N-(4-((8-fluoro-3-(phenylsulfonyl)-7-(o-tolyl)pyrrolo[3,2-e]indazol-6(3H)-yl)methyl)phenethyl)cyclobutanamine FC1=C(N(C2=C1C=1C=NN(C1C=C2)S(=O)(=O)C2=CC=CC=C2)CC2=CC=C(CCNC1CCC1)C=C2)C2=C(C=CC=C2)C